2-(trifluoromethyl)-1,3,4-tris(ethyl)-butanesultone FC(C1C(S(=O)(=O)OC(C1CC)CC)CC)(F)F